[N+]1(=CC=CC=C1)[N-]C(C1=CC=C(C=C1)COC1=CC=C(C=C1)OC(F)(F)F)=O pyridin-1-ium-1-yl(4-((4-(trifluoromethoxy)phenoxy)methyl)benzoyl)amide